2-(((2S,4a'R,7'R,8'S,8a'R)-2',2',4-trimethyl-8'-(4-(3,4,5-trifluorophenyl)-1H-1,2,3-triazol-1-yl)hexahydro-3H,4'H-spiro[furan-2,6'-pyrano[3,2-d][1,3]dioxine]-7'-yl)oxy)acetic acid CC1(OC[C@@H]2[C@H](O1)[C@@H]([C@H]([C@]1(O2)OCC(C1)C)OCC(=O)O)N1N=NC(=C1)C1=CC(=C(C(=C1)F)F)F)C